N,N-di(aminoethyl-methylethyl)octadecylamine NCCC(C)(N(C(C)(C)CCN)CCCCCCCCCCCCCCCCCC)C